BrC1=CC=CC2=C1OCCN2 8-Bromo-3,4-dihydro-2H-benzo[b][1,4]Oxazine